NC1=CC=C(OC2=C(C=C(N)C=C2)OCC)C=C1 4-(4-aminophenoxy)-3-ethoxyaniline